4-chloro-N-(1,1-dimethylsilacyclohex-4-yl)-6-methyl-1H-pyrrolo[2,3-b]pyridine-2-carboxamide ClC1=C2C(=NC(=C1)C)NC(=C2)C(=O)NC2CC[Si](CC2)(C)C